C(C\C=C/CCCCC)N(CCN(CC(=O)N1CCN(CC1)C(CN(CCCCCCCCC)CCCCCCCCC)=O)CC\C=C/CCCCC)CC\C=C/CCCCC 2-((2-(Di((Z)-non-3-en-1-yl)amino)ethyl)((Z)-non-3-en-1-yl)amino)-1-(4-(dinonylglycyl)piperazin-1-yl)ethan-1-one